N-(3-Dimethylamino-propyl)-3-(3-methoxy-phenylamino)-benzamide CN(CCCNC(C1=CC(=CC=C1)NC1=CC(=CC=C1)OC)=O)C